3-(2,5-dioxo-2,5-dihydro-1H-pyrrol-1-yl)-N-(2,5,8,11,14,17,20,23,26,29,32,35-dodecaoxaheptatriacontan-37-yl)propanamide O=C1N(C(C=C1)=O)CCC(=O)NCCOCCOCCOCCOCCOCCOCCOCCOCCOCCOCCOCCOC